CC1COCC(C=CCC(CC(C1)C)C)C 3,5,7,11-TETRAMETHYLOXACYCLODODEC-9-ENE